C(=C)C1=[N+](C=CC=C1)C 2-vinyl-1-methylpyridinium